C(#N)C1=NC2=CC(=CC(=C2N=C1N1CC2(CC1)OCC(C(C2)O)O)[C@@H](C)NC2=C(C(=O)O)C=CC=C2)C 2-(((1R)-1-(2-cyano-3-(8,9-dihydroxy-6-oxa-2-azaspiro[4.5]decan-2-yl)-7-methylquinoxalin-5-yl)ethyl)amino)benzoic acid